4-amino-N-(4-fluoro-3-(trifluoromethyl)phenyl)-2-methyl-2,4,5,6-tetrahydrocyclopenta[c]pyrrole-1-carboxamide NC1CCC2=C(N(C=C21)C)C(=O)NC2=CC(=C(C=C2)F)C(F)(F)F